N-(2,4-Dimethoxybenzyl)-5-nitro-2-(pyridin-3-yl)benzenesulfonamide [(4-bromo-3-chloro-2,5-difluoro-benzoyl)amino]2,2-dimethylpropanoate BrC1=C(C(=C(C(=O)NCC(C(=O)O)(C)C)C=C1F)F)Cl.COC1=C(CNS(=O)(=O)C2=C(C=CC(=C2)[N+](=O)[O-])C=2C=NC=CC2)C=CC(=C1)OC